C(C1=CC=CC=C1)C1(CCN(CC1)C1=NC=C(C=C1)C=1C=2N(C=C(C1)OCC)N=CC2C#N)NC(CN2CCNCC2)=O N-[4-benzyl-1-[5-(3-cyano-6-ethoxy-pyrazolo[1,5-a]pyridin-4-yl)-2-pyridyl]-4-piperidyl]-2-piperazin-1-yl-acetamide